N-Allyl-2,2,2-trifluoro-acetamide C(C=C)NC(C(F)(F)F)=O